S1C(=NC2=C1C=CC=C2)SN(C2CCCCC2)C2CCCCC2 S-(benzo[d]thiazol-2-yl)-N,N-dicyclohexylthiohydroxylamine